isopropyl (2R,3S)-3-(cyclopropanesulfonamido)-2-(((6-(5-fluoropyrimidin-2-yl)bicyclo[4.1.0]heptan-3-yl)oxy)methyl)piperidine-1-carboxylate C1(CC1)S(=O)(=O)N[C@@H]1[C@@H](N(CCC1)C(=O)OC(C)C)COC1CC2CC2(CC1)C1=NC=C(C=N1)F